1-ethyl-1H-1,2,3-triazole-4-amine C(C)N1N=NC(=C1)N